2-(2-hydroxy-3,5-di-pentylphenyl)phthalimide OC1=C(C=C(C=C1CCCCC)CCCCC)C12C(C(=O)NC1=O)C=CC=C2